1-chloro-3,3-dimethylbutyl acetate C(C)(=O)OC(CC(C)(C)C)Cl